1-(benzenesulfonyl)-3-[2-chloro-5-(trifluoromethyl)pyrimidin-4-yl]-6-isopropylsulfanyl-indole C1(=CC=CC=C1)S(=O)(=O)N1C=C(C2=CC=C(C=C12)SC(C)C)C1=NC(=NC=C1C(F)(F)F)Cl